5-((4'-chloro-5,5-dimethyl-3,4,5,6-tetrahydro-[1,1'-biphenyl]-2-yl)methyl)hexane ClC1=CC=C(C=C1)C1=C(CCC(C1)(C)C)CC(CCCC)C